1-(4,5-diallyloxy-2-nitrophenyl)ethanone C(C=C)OC1=CC(=C(C=C1OCC=C)C(C)=O)[N+](=O)[O-]